(R)-N-(2-cyclopropyl-3-(2,4-difluorophenyl)propyl)-5-oxo-4,5-dihydro-1,2,4-oxadiazole-3-carboxamide C1(CC1)[C@H](CNC(=O)C1=NOC(N1)=O)CC1=C(C=C(C=C1)F)F